6-Chloro-8-(6-methoxy-pyridin-3-yl)-9H-pyrido[3,4-b]indole ClC=1C=C2C3=C(NC2=C(C1)C=1C=NC(=CC1)OC)C=NC=C3